dextrose adeninecitrate phosphate P(=O)(O)(O)O.N1=C(N=C2N=CNC2=C1N)C(C(CC(=O)O)(O)C(=O)O)C(=O)O.O=C[C@H](O)[C@@H](O)[C@H](O)[C@H](O)CO